N-[2-[[(2S)-2-amino-5-carbamimidamidopentanoyl]amino]ethyl]-4-[[3-(2,4-dichlorophenyl)imidazo[1,2-a]pyrazin-8-yl]amino]-2-ethylbenzamide N[C@H](C(=O)NCCNC(C1=C(C=C(C=C1)NC=1C=2N(C=CN1)C(=CN2)C2=C(C=C(C=C2)Cl)Cl)CC)=O)CCCNC(=N)N